N-(3-chloro-5-fluoro-2-methoxyphenyl)-4-hydroxy-2-oxo-1,2,5,6-tetrahydropyridine-3-carbothioamide ClC=1C(=C(C=C(C1)F)NC(=S)C=1C(NCCC1O)=O)OC